NC1=NC=CC(=C1CC#CN1CCN(CC1)CCOC)OC1=C(C=C(C=C1)NC(=O)C=1C(NN=CC1)=O)F N-(4-(2-amino-3-(3-(4-(2-methoxyethyl)piperazin-1-yl)prop-2-ynyl)pyridine-4-yloxy)-3-fluorophenyl)-3-oxo-2,3-dihydropyridazine-4-carboxamide